5-(2-chlorobenzoyl)amino-3-(1,4,5,6,7,8,9-heptahydroquinolizin-2-yl)-benzofuran ClC1=C(C(=O)NC=2C=CC3=C(C(=CO3)C=3CC4CCCCN4CC3)C2)C=CC=C1